diphenyldibenzophenyl(diphenyltriazinyl)dibenzofuran C1(=CC=CC=C1)C1=C(C(=C(C2=C1OC1=C2C=CC=C1)C1=NN=NC(=C1C1=CC=CC=C1)C1=CC=CC=C1)C1=CC2=C(C3=C1C=CC=C3)C=CC=C2)C2=CC=CC=C2